2-Cyanoethyl ((1R,2S,3R,5R)-5-((E)-2-(diethoxyphosphoryl) vinyl)-3-(2,4-dioxo-3,4-dihydropyrimidin-1(2H)-yl)-2-methoxycyclopentyl) diisopropylphosphoramidite C(C)(C)N(P(OCCC#N)O[C@H]1[C@H]([C@@H](C[C@@H]1\C=C\P(=O)(OCC)OCC)N1C(NC(C=C1)=O)=O)OC)C(C)C